(5S)-5-[[[6-[2-Chloro-3-[3-chloro-2-[3-[(isobutylamino)methyl]-1-methyl-indol-6-yl]-4-pyridyl]phenyl]-2-methoxy-3-pyridyl]methylamino]methyl]pyrrolidin-2-one ClC1=C(C=CC=C1C1=C(C(=NC=C1)C1=CC=C2C(=CN(C2=C1)C)CNCC(C)C)Cl)C1=CC=C(C(=N1)OC)CNC[C@@H]1CCC(N1)=O